2-propenyl-1-oxa-4-azaspiro-[4.5]-decane C(=CC)C1OC2(NC1)CCCCC2